4-(3,8-diazabicyclo[3.2.1]-octan-3-yl)-6-chloro-7-(1,6-dimethyl-1H-indazol-7-yl)-8-fluoro-2-((1-(pyrrolidin-1-ylmethyl)cyclopropyl)meth-oxy)quinazoline C12CN(CC(CC1)N2)C2=NC(=NC1=C(C(=C(C=C21)Cl)C=2C(=CC=C1C=NN(C21)C)C)F)OCC2(CC2)CN2CCCC2